N1,N4-dibenzylbutane-1,4-diamine C(C1=CC=CC=C1)NCCCCNCC1=CC=CC=C1